Benzyl (2S)-2-[(2S)-2-[(tert-butoxycarbonyl)amino]-5-(2,2,2-trifluoroacetamido)pentanamido]-5-(2,2,2-trifluoroacetamido)pentanoate C(C)(C)(C)OC(=O)N[C@H](C(=O)N[C@H](C(=O)OCC1=CC=CC=C1)CCCNC(C(F)(F)F)=O)CCCNC(C(F)(F)F)=O